(1R,4R)-4-(3-Chloroanilino)-6'-formyl-2'-{(2R)-3-[(4-methoxyphenyl)methoxy]-2-methylpropyl}spiro[cyclohexane-1,1'-indene]-4-carboxylic acid methyl ester COC(=O)C1(CCC2(C(=CC3=CC=C(C=C23)C=O)C[C@H](COCC2=CC=C(C=C2)OC)C)CC1)NC1=CC(=CC=C1)Cl